C1(CC1)COC=1C=CC(=NC1)C1=NSC(=N1)NC1=NC=CC=C1C 3-(5-(cyclopropylmethoxy)pyridin-2-yl)-N-(3-methylpyridin-2-yl)-1,2,4-thiadiazol-5-amine